methyl (2S)-2-((tert-butoxycarbonyl)amino)-5-(2,3-dihydrobenzo[f][1,4]oxazepin-4(5H)-yl)-4-methyl-5-oxopentanoate C(C)(C)(C)OC(=O)N[C@H](C(=O)OC)CC(C(=O)N1CCOC2=C(C1)C=CC=C2)C